Cl.FC(CN1N=CC=2C1=NC(=CN2)NC2C[C@@H]1[C@@H](CNC1)C2)F 1-(2,2-difluoroethyl)-N-((3aR,5s,6aS)-octahydrocyclopenta[c]pyrrol-5-yl)-1H-pyrazolo[3,4-b]pyrazin-6-amine hydrochloride